C[C@@H]1N(CCN(C1)C)C(=O)[C@@H]1CC2=C(CN1C)NC(=N2)C2=NNC1=CC(=CC=C21)C2=C(C=C(C(=C2)F)O)CC ((S)-2,4-dimethylpiperazin-1-yl)((S)-2-(6-(2-ethyl-5-fluoro-4-hydroxyphenyl)-1H-indazol-3-yl)-5-methyl-4,5,6,7-tetrahydro-3H-imidazo[5,4-c]pyridin-6-yl)methanone